3-(2-(dimethylamino)ethyl)-1-((pivaloyloxy)methyl)-1H-indol-4-yl pivalate C(C(C)(C)C)(=O)OC1=C2C(=CN(C2=CC=C1)COC(C(C)(C)C)=O)CCN(C)C